BrC1=C2CC(C(C2=C(C=C1)S(=O)(=O)C)=O)F 4-bromo-2-fluoro-7-(methylsulfonyl)-2,3-dihydro-1H-inden-1-one